C(C)(C)(C)NN[SiH3] N-tert-butyl-N'-silylhydrazine